C(C)(C)(C)C=1C(=C(C=CC1)OC)O tertiary butyl-hydroxyanisole